Cl.NCC(CSC)O 1-amino-3-(methylsulfanyl)propan-2-ol hydrochloride